O1CC(CCC1)/C=C/C=O (E)-3-tetrahydropyran-3-yl-prop-2-enal